1-((5S)-5-methyl-9-(4-(((tetrahydro-2H-pyran-2-yl)oxy)methyl)-2-oxabicyclo[2.2.2]octane-1-yl)-5,6-dihydroimidazo[1,5-a]pyrazolo[5,1-c]pyrazin-3-yl)ethan-1-one C[C@H]1CN2C(C=3N1C(=NC3)C(C)=O)=CC(=N2)C23OCC(CC2)(CC3)COC3OCCCC3